N-Dibutylpropyl-D-Gluconamide C(CCC)C(CC)(NC(=O)[C@H](O)[C@@H](O)[C@H](O)[C@H](O)CO)CCCC